[Na+].O=C(C(=O)[O-])CCO 2-oxo-4-hydroxy-butanoic acid sodium salt